C(C)(=O)OCCCC\C=C\CCCC E-5-decenyl acetate